C(CC(C)C)NC(=O)NC1=CC=C(C=C1)C1=CC2=C(N(C(=N2)C(F)(F)F)C2=CC=CC=C2)C=C1 Isopentyl-3-(4-(1-phenyl-2-(trifluoromethyl)-1H-benzimidazol-5-yl)phenyl)urea